1-(1-methyl-1H-pyrazol-4-yl)piperazine CN1N=CC(=C1)N1CCNCC1